FC1=C(C(=CC=C1C(=O)C1=CNC2=NC=C(C=C21)C2=CC=NC=C2)F)NS(=O)(=O)CC2=CC=CC=C2 N-[2,6-difluoro-3-(5-pyridin-4-yl-1H-pyrrolo[2,3-b]pyridine-3-carbonyl)phenyl]-1-phenylmethanesulfonamide